2-(4-((4-(2-(6-methylpyridin-2-yl)-5,6-dihydro-7H-pyrrolo[2,3-d]pyrimidin-7-yl)pyridin-2-yl)amino)pyridin-2-yl)propan-2-ol ethyl-8-aminoindolizine-2-carboxylate C(C)C=1C(=CN2C=CC=C(C12)N)C(=O)OC(C)(C)C1=NC=CC(=C1)NC1=NC=CC(=C1)N1CCC2=C1N=C(N=C2)C2=NC(=CC=C2)C